(R)-3-morpholino-6,7,7a,8,10,11-hexahydro-9H-pyrazino[1,2-d]pyrido[3,2-b][1,4]oxazepin O1CCN(CC1)C1=CC=2OCC[C@H]3N(C2N=C1)CCNC3